methyl 3-(5-methyl-4-(trifluoromethyl)thiazol-2-yl)bicyclo[1.1.1]pentane-1-carboxylate CC1=C(N=C(S1)C12CC(C1)(C2)C(=O)OC)C(F)(F)F